2-[4-(2-hydroxy-acetyl)-piperazin-1-yl]-ethanesulfonic acid {3-[6-amino-5-(2-chloro-3,6-difluoro-benzyloxy)-pyridin-3-yl]-phenyl}-amide NC1=C(C=C(C=N1)C=1C=C(C=CC1)NS(=O)(=O)CCN1CCN(CC1)C(CO)=O)OCC1=C(C(=CC=C1F)F)Cl